(S)-2-(4-chlorophenyl)-3-(cyclopropylmethylamino)-1-(4-((5R,7R)-7-hydroxy-5-methyl-6,7-dihydro-5H-cyclopenta[d]pyrimidin-4-yl)piperazin-1-yl)propan-1-one ClC1=CC=C(C=C1)[C@H](C(=O)N1CCN(CC1)C=1C2=C(N=CN1)[C@@H](C[C@H]2C)O)CNCC2CC2